N(=[N+]=[N-])C[C@@H](O)[C@@H]1C[C@@H]2[C@@H](OC(O2)(C)C)O1 (R)-2-Azido-1-((3aR,5S,6aR)-2,2-dimethyltetrahydrofuro[2,3-d][1,3]dioxol-5-yl)ethan-1-ol